COC=1C(=CC2=CN(N=C2C1)[C@H]1[C@@H](CC(CC1)NC(CC)=O)C)C(=O)NC=1C(N(C=CC1)C)=O 6-Methoxy-N-(1-methyl-2-oxo-1,2-dihydropyridin-3-yl)-2-((1R,2R)-2-methyl-4-(N-methylacetylamino)cyclohexyl)-2H-indazole-5-carboxamide